1-(3'-chlorophenyl)-4-phenyl-3-butyn-1-ol ClC=1C=C(C=CC1)C(CC#CC1=CC=CC=C1)O